N-[(1R,3S)-3-aminocyclopentyl]-4-[2-chloro-4-[[3-[3-(trifluoromethyl)-1H-pyrazol-4-yl]imidazo[1,2-a]pyrazin-8-yl]amino]benzoyl]piperazine-1-carboxamide formate C(=O)O.N[C@@H]1C[C@@H](CC1)NC(=O)N1CCN(CC1)C(C1=C(C=C(C=C1)NC=1C=2N(C=CN1)C(=CN2)C=2C(=NNC2)C(F)(F)F)Cl)=O